C1(CC1)C=1C=C(OC=2C(=NC=CC2C(=O)NCC(F)C2=C(C=C(C=C2)Cl)Cl)C)C=CC1 3-(3-cyclopropyl-phenoxy)-N-[2-(2,4-dichlorophenyl)-2-fluoro-ethyl]-2-methyl-pyridine-4-carboxamide